7-chloro-4-methylhepta-1,4-diene ClCCC=C(CC=C)C